C(C)(=O)OC1CC2CC=C3[C@@H]4CC[C@H]([C@H](C)C(C(=C)F)O)[C@]4(CC[C@@H]3[C@]2(CC1)C)C (S)-20-(2-Fluoro-1-hydroxyprop-2-enyl)-pregn-7-en-3-yl acetate